20-hydroxy-tetracos-22-enoic acid OC(CCCCCCCCCCCCCCCCCCC(=O)O)CC=CC